ClCC1=C(C(=CC=C1)OC)OC 1-(chloromethyl)-2,3-dimethoxybenzene